4-(6-bromo-1-methyl-indazol-3-yl)-4-cyano-pentanoic acid BrC1=CC=C2C(=NN(C2=C1)C)C(CCC(=O)O)(C)C#N